4-nitrophenyl (3-chloro-4-fluorophenyl)carbamate ClC=1C=C(C=CC1F)NC(OC1=CC=C(C=C1)[N+](=O)[O-])=O